C(C)(C)N1N=CC(=C1)C=1C=C(C=CC1)N(C(=O)[C@@H]1CC[C@H](CC1)NCC(=O)O)C[C@@H]1CC[C@H](CC1)C1=CC(=C(C=C1)OC)C 2-((trans-4-((3-(1-Isopropyl-1H-pyrazol-4-yl)phenyl)((trans-4-(4-methoxy-3-methylphenyl)cyclohexyl)methyl)carbamoyl)cyclohexyl)amino)acetic acid